FC1=C(C=C2C=CN(C(C2=C1)=O)C[C@H]1C[C@H](CCC1)NC=1C=NNC(C1C(F)(F)F)=O)C1=NC=C(C=N1)C(F)(F)F 7-fluoro-2-[[(1R,3S)-3-[[6-oxo-5-(trifluoromethyl)-1H-pyridazin-4-yl]amino]cyclohexyl]methyl]-6-[5-(trifluoromethyl)pyrimidin-2-yl]isoquinolin-1-one